3'-((1e,1'e)-[1,1'-biphenyl]-4,4'-diyl-bis(diazene-2,1-diyl))bis(4-aminonaphthalene-1-sulfonic acid) sodium [Na].C1(=CC=C(C=C1)/N=N/C1=C(C2=CC=CC=C2C(=C1)N)S(=O)(=O)O)C1=CC=C(C=C1)/N=N/C1=C(C2=CC=CC=C2C(=C1)N)S(=O)(=O)O